CN(S(=O)(=O)C1=C(C=CC=C1)NC=1C=C2N=CC=NC2=C(C1)C1=CC=C2C=CN(C2=C1)C)C N,N-dimethyl-2-{[8-(1-methyl-1H-indol-6-yl)quinoxalin-6-yl]amino}benzene-1-sulfonamide